C(C)(C)(C)C=1C=C(CN)C=C(C1O)C(C)(C)C 3,5-di-tert-butyl-4-hydroxybenzylamine